3-{3-[(tert-butyldiphenylsilyl)oxy]-2,2-dimethylpropyl}-1-ethyl-2-{2-[(1S)-1-methoxyethyl]pyridin-3-yl}-5-[(1E)-prop-1-en-1-yl]indole [Si](C1=CC=CC=C1)(C1=CC=CC=C1)(C(C)(C)C)OCC(CC1=C(N(C2=CC=C(C=C12)\C=C\C)CC)C=1C(=NC=CC1)[C@H](C)OC)(C)C